2-ethyl-4-hydroxy-5-methyl-3(2H)-furanone C(C)C1OC(=C(C1=O)O)C